FC=1C=C2NC(C=3N(C2=C(C1C1=C2C=CNC2=C(C=C1)F)C(F)(F)F)C(=NN3)C)(C)C 7-Fluoro-8-(7-fluoro-1H-indol-4-yl)-1,4,4-trimethyl-9-(trifluoromethyl)-5H-[1,2,4]triazolo[4,3-a]quinoxaline